methyl(n-pentoxy)silane C[SiH2]OCCCCC